(3R,4R,5R,6R)-6-(acetoxymethyl)-3-(2,2,2-trifluoroacetamido)tetrahydro-2H-pyran C(C)(=O)OC[C@H]1CC[C@H](CO1)NC(C(F)(F)F)=O